C(#N)C1=C(OC2=CC(=NC=N2)OC2=C(C=CC=C2)/C(/C(=O)OC)=C\OC)C=CC=C1 methyl (e)-2-(2-((6-(2-cyanophenoxy) pyrimidin-4-yl) oxy) phenyl)-3-methoxyacrylate